(R)-5-((2-amino-2-methylpropyl)amino)-2-methyl-N-(1-(naphthalen-1-yl)ethyl)benzamide bis(2,2,2-trifluoroacetate) FC(C(=O)O)(F)F.FC(C(=O)O)(F)F.NC(CNC=1C=CC(=C(C(=O)N[C@H](C)C2=CC=CC3=CC=CC=C23)C1)C)(C)C